Cl.NC=1C=NC(=NC1)C=1C=NN(C1NC(O[C@H](C)C=1C(=NC=C(C1)F)F)=O)C (R)-1-(2,5-difluoropyridin-3-yl)ethyl (4-(5-aminopyrimidin-2-yl)-1-methyl-1H-pyrazol-5-yl)carbamate hydrochloride